C1=C(C=C(C(=C1O)O)O)C2=C(C(=O)C3=C(C=C(C=C3O2)O)O)O[C@H]4[C@H]([C@@H]([C@H]([C@@H](O4)CO)O)O)O The molecule is a myricetin O-glucoside that is myricetin with a alpha-L-glucosyl residue attached at position 3. It has a role as a metabolite. It is an alpha-L-glucoside, a monosaccharide derivative, a myricetin O-glucoside and a pentahydroxyflavone. It derives from an alpha-L-glucose.